(S)-N-((R)-2-(4-(1-(2-(2-(benzyloxy)ethoxy)ethyl)-5,6-difluoro-1H-indole-2-carbonyl)piperazin-1-yl)-1-cyclohexyl-2-oxoethyl)-2-(methyl-amino)propanamide C(C1=CC=CC=C1)OCCOCCN1C(=CC2=CC(=C(C=C12)F)F)C(=O)N1CCN(CC1)C([C@@H](C1CCCCC1)NC([C@H](C)NC)=O)=O